2-oxo-N-(5-(3-(piperidine-1-carbonyl)pyrazolo[1,5-a]pyridin-7-yl)pyridin-2-yl)piperidine-4-carboxamide O=C1NCCC(C1)C(=O)NC1=NC=C(C=C1)C1=CC=CC=2N1N=CC2C(=O)N2CCCCC2